3',5'-Dimethoxy-resveratrol COC=1C=C(C=CC2=CC(O)=CC(O)=C2)C=C(C1O)OC